2-[2-(2-cyanophenyl)sulfanylethyl]propanedinitrile C(#N)C1=C(C=CC=C1)SCCC(C#N)C#N